3-chloro-5-(chloromethyl)pyridine HCl Cl.ClC=1C=NC=C(C1)CCl